3,4,5-trifluoro-N-(1-(6-(2-methoxyphenyl)pyridazin-3-yl)piperidin-3-yl)benzamide FC=1C=C(C(=O)NC2CN(CCC2)C=2N=NC(=CC2)C2=C(C=CC=C2)OC)C=C(C1F)F